3-(5-(3-fluoro-4-methyl-5-(7-(piperazin-1-yl)imidazo[1,2-a]pyridine-3-carboxamido)phenyl)-1,2,4-oxadiazol-3-yl)azetidine-1-carboxylic acid methyl ester COC(=O)N1CC(C1)C1=NOC(=N1)C1=CC(=C(C(=C1)NC(=O)C1=CN=C2N1C=CC(=C2)N2CCNCC2)C)F